(2S,3S,4R,5R)-5-(6-(benzylamino)-2-(4-fluorophenyl)-9H-purin-9-yl)-3,4-dihydroxyl-N-methyltetrahydrofuran-2-carboxamide C(C1=CC=CC=C1)NC1=C2N=CN(C2=NC(=N1)C1=CC=C(C=C1)F)[C@H]1[C@@H]([C@@H]([C@H](O1)C(=O)NC)O)O